6-(2,3-difluoro-4-(2-hydroxy-2-methylpropoxy)phenyl)-5-methyl-4,5-dihydropyridazin-3(2H)-one FC1=C(C=CC(=C1F)OCC(C)(C)O)C=1C(CC(NN1)=O)C